2-({6-[(1,3-Benzothiazol-2-yl)amino]-4,5-dimethylpyridazin-3-yl}amino)-5-(1-{[1-(3-methoxypropyl)cyclooctyl]methyl}-5-methyl-1H-pyrazol-4-yl)-1,3-thiazole-4-carboxylic acid S1C(=NC2=C1C=CC=C2)NC2=C(C(=C(N=N2)NC=2SC(=C(N2)C(=O)O)C=2C=NN(C2C)CC2(CCCCCCC2)CCCOC)C)C